N-(2-ethylhexyl)-8-phenyl-7-methoxy-furo[3,2-h]quinolin-6-one C(C)C(CN1C(=C(C(C=2C=CC3=C(C12)OC=C3)=O)OC)C3=CC=CC=C3)CCCC